OC1=C(C=C(C=C1OC)C(=O)C=1N=C(NC1)C1=CC=C(C=C1)C)OC (4-Hydroxy-3,5-dimethoxyphenyl)(2-(p-tolyl)-1H-imidazol-4-yl)methanone